[Br-].C1=CC=CC=2OC3=CC=CC=C3CC12 xanthene monobromide